FC1(CC(C1)C=1C=CC(=NC1F)[C@@H](NC(=O)[C@H]1NC[C@@H](C1)F)C1=CC=CC=C1)F (2S,4r)-N-((S)-(5-(3,3-difluorocyclobutyl)-6-fluoropyridin-2-yl)(phenyl)methyl)-4-fluoropyrrolidine-2-carboxamide